2-[(2-chloro-3-fluoro-benzoyl)amino]-4-[[2-fluoro-3-methoxy-propyl]-[4-(5,6,7,8-tetrahydro-1,8-naphthyridin-2-yl)butyl]amino]butanoic acid ClC1=C(C(=O)NC(C(=O)O)CCN(CCCCC2=NC=3NCCCC3C=C2)CC(COC)F)C=CC=C1F